2-methacryloxy-n-propylthio-5-isopropylthio-1,3,4-thiadiazole C(C(=C)C)(=O)OC(CSC=1SC(=NN1)SC(C)C)C